5-(imidazo[1,2-a]pyrimidin-6-yl)-N-(3-(4-methylpiperazin-1-yl)phenyl)-7H-pyrrolo[2,3-d]pyrimidin-2-amine N=1C=CN2C1N=CC(=C2)C2=CNC=1N=C(N=CC12)NC1=CC(=CC=C1)N1CCN(CC1)C